4-bromo-2-(5-chloro-4-fluoro-1H-pyrrolo[2,3-b]pyridin-3-yl)thiazole BrC=1N=C(SC1)C1=CNC2=NC=C(C(=C21)F)Cl